C(C)(=O)[C@]1(O)[C@](O)([C@](O)([C@H](O1)C(O)C(C)=O)C(C)=O)C(C)=O 1,2,3,5-tetraacetyl-beta-D-ribofuranose